N1=CC(=C2N1CCNC2)C(=O)O 4,5,6,7-tetrahydropyrazolo[1,5-a]pyrazine-3-carboxylic acid